C(CCCCCC)OC(C\C=C/C=C)OCCCCCCC (3Z)-6,6-diheptyloxy-1,3-hexadiene